C(C)(=O)N1CCC(CC1)NC(=O)NC12CC3C4=C(C(CC(C1)(C3)C)C2)C=C(C=C4)OC 1-(1-acetylpiperidin-4-yl)-3-(2-methoxy-9-methyl-5,6,8,9,10,11-hexa-hydro-7H-5,9:7,11-dimethanobenzo[9]annulen-7-yl)urea